N1=C(C=CC=C1)NC=1SC=C(N1)C1=CC=C(C(=O)O)C=C1 4-(2-(pyridin-2-ylamino)thiazol-4-yl)benzoic acid